2-(3-bromo-1H-pyrrolo[2,3-c]pyridin-1-yl)-5-fluoro-N,N-diisopropylbenzamide BrC1=CN(C2=CN=CC=C21)C2=C(C(=O)N(C(C)C)C(C)C)C=C(C=C2)F